CN1CCN(CC1)CCN1N=CC(=C1)B1OC(C(O1)(C)C)(C)C 1-methyl-4-(2-(4-(4,4,5,5-tetramethyl-1,3,2-dioxaborolan-2-yl)-1H-pyrazol-1-yl)ethyl)piperazine